C(CCC)C1([C@@H]([C@@H](C2=C(S(C1)(=O)=O)C=CC(=C2)N(C)C)C2=CC=C(C=C2)OCC2=CC=C(C=C2)CCl)O)CCCC (4R,5R)-3,3-dibutyl-5-(4-((4-(chloromethyl)benzyl)oxy)phenyl)-7-(dimethylamino)-4-hydroxy-2,3,4,5-tetrahydrobenzo[b]thiepine 1,1-dioxide